OC(C(=O)[O-])CCC.[Sn+2].OC(C(=O)[O-])CCC stannous hydroxyvalerate